6-(7,8-dimethyl-3-(trifluoromethyl)-[1,2,4]triazolo[4,3-b]pyridazin-6-yl)-N-(1-methyl-1H-pyrazol-5-yl)-5,6,7,8-tetrahydro-1,6-naphthyridin-3-amine CC1=C(C=2N(N=C1N1CC=3C=C(C=NC3CC1)NC1=CC=NN1C)C(=NN2)C(F)(F)F)C